COC1=C(C(=CC(=C1)C(F)(F)F)C)C1=CC2=C(N=N1)N(CC2C)[C@H]2CN(CCC2)C 3-[2-methoxy-6-methyl-4-(trifluoromethyl)phenyl]-5-methyl-7-[(3R)-1-methylpiperidin-3-yl]-6,7-dihydro-5H-pyrrolo[2,3-c]pyridazine